(2S)-4-[5-Chloro-3-(morpholin-4-yl)-pyridin-2-yl]but-3-yn-2-ol ClC=1C=C(C(=NC1)C#C[C@H](C)O)N1CCOCC1